tert-butyl 3-(4-(3-fluoro-3-(hydroxymethyl)azetidin-1-yl)-1-(4-(trifluoromethoxy)phenyl)-1H-pyrazolo[3,4-b]pyridin-3-yl)azetidine-1-carboxylate FC1(CN(C1)C1=C2C(=NC=C1)N(N=C2C2CN(C2)C(=O)OC(C)(C)C)C2=CC=C(C=C2)OC(F)(F)F)CO